N-((2-(2-(2,4-dioxo-1,3,8-triazaspiro[4.5]decan-8-yl)pyrimidin-4-yl)-1,6-naphthyridin-7-yl)methyl)-6-methyl-5-(methylsulfonyl)nicotinamide O=C1NC2(C(N1)=O)CCN(CC2)C2=NC=CC(=N2)C2=NC1=CC(=NC=C1C=C2)CNC(C2=CN=C(C(=C2)S(=O)(=O)C)C)=O